BrC1=C2C(=NN(C2=CC=C1S(=O)(=O)C)COCC[Si](C)(C)C)C(F)(F)F 4-bromo-5-(methyl-sulfonyl)-3-(trifluoromethyl)-1-((2-(trimethylsilyl)ethoxy)methyl)-1H-indazole